((2-nitrophenyl)(1-(2-(4-(trifluoromethyl)phenyl)acetyl)piperidin-4-yl)amino)propanoic acid [N+](=O)([O-])C1=C(C=CC=C1)N(C1CCN(CC1)C(CC1=CC=C(C=C1)C(F)(F)F)=O)C(C(=O)O)C